CC(=O)O[C@H]1[C@@H]([C@H](O[C@H]([C@@H]1OC(=O)C)OC(=O)C)C(=O)OC)OC(=O)C methyl 1,2,3,4-tetra-O-acetyl-β-D-glucuronate